3-(2-aminoethyl)-1H-indol-7-ol NCCC1=CNC2=C(C=CC=C12)O